1-(3-(4-(4-methoxypiperidin-1-yl)phenyl)-7-methyl-2-(5-methylisoxazol-4-yl)quinolin-5-yl)ethan-1-ol COC1CCN(CC1)C1=CC=C(C=C1)C=1C(=NC2=CC(=CC(=C2C1)C(C)O)C)C=1C=NOC1C